2-(4-benzamido-2-oxopyrimidin-1(2H)-yl)-4-hydroxy-5-(hydroxymethyl)tetrahydrofuran-3-yl benzoate C(C1=CC=CC=C1)(=O)OC1C(OC(C1O)CO)N1C(N=C(C=C1)NC(C1=CC=CC=C1)=O)=O